8-(1-(2,2-difluoroethyl)-1H-pyrazolo[3,4-b]pyrazin-6-yl)-2-((2-(2,2,2-trifluoroethoxy)pyrimidin-4-yl)methyl)-2,8-diazaspiro[4.5]decan-3-one FC(CN1N=CC=2C1=NC(=CN2)N2CCC1(CC(N(C1)CC1=NC(=NC=C1)OCC(F)(F)F)=O)CC2)F